The molecule is a monocarboxylic acid anion obtained from the deprotonation of the 3-hydroxy and 7-carboxy groups of carminic acid. Major species at pH 7.3. It is a monocarboxylic acid anion and a phenolate anion. It is a conjugate base of a carminic acid. CC1=C2C(=CC(=C1C(=O)O)O)C(=O)C3=C(C2=O)C(=C(C(=C3O)[O-])[C@H]4[C@@H]([C@H]([C@@H]([C@H](O4)CO)O)O)O)[O-]